BrC1=CC2=C(N=C(S2)NCCCCOC2=C(CNC(OC(C)(C)C)=O)C=CC(=C2)C2=C(N=CS2)C)C=C1 tert-butyl (2-(4-((6-bromobenzo[d]thiazol-2-yl)amino)butoxy)-4-(4-methylthiazol-5-yl)benzyl)carbamate